[N+](=O)([O-])C=1C=C(C=CC1)NC(=O)C1NC(CC1)=O N-(3-Nitrophenyl)-5-oxopyrrolidine-2-carboxamide